(2S,3S,4R,5R)-5-(2-(5-chloropyridin-3-yl)-6-((thiazol-4-ylmethyl)amino)-9H-purin-9-yl)-3,4-dihydroxyl-N-(methyl-d3)tetrahydrofuran-2-carboxamide ClC=1C=C(C=NC1)C1=NC(=C2N=CN(C2=N1)[C@H]1[C@@H]([C@@H]([C@H](O1)C(=O)NC([2H])([2H])[2H])O)O)NCC=1N=CSC1